C1(=CC=C(C=C1)C#CC1=NNC2=CC=C(C=C12)C(=O)N1C[C@H](CC1)N(C)C)C1=CC=CC=C1 (S)-(3-([1,1'-biphenyl]-4-ylethynyl)-1H-indazol-5-yl)(3-(dimethylamino)pyrrolidin-1-yl)methanone